N(=[N+]=[N-])CCOCCOCCOCC=1C=NC(=NC1)SC[Si](O[Si](C)(C)CCCNC(OCC1C2=CC=CC=C2C=2C=CC=CC12)=O)(C)C (9H-fluoren-9-yl)methyl (3-(3-(((5-((2-(2-(2-azidoethoxy)ethoxy)ethoxy) methyl) pyrimidin-2-yl)thio)methyl)-1,1,3,3-tetramethyldisiloxanyl)propyl)carbamate